diethyl 2-(1-acetoxy cyclopropyl)propanedioate C(C)(=O)OC1(CC1)C(C(=O)OCC)C(=O)OCC